3-[(S)-ethylsulfinyl]pyridine-2-carbonitrile C(C)[S@](=O)C=1C(=NC=CC1)C#N